C1OCC12CN(C2)[C@@H]2CC[C@H](CC2)NC2=CC=CC1=C2SC(=C1CC(F)(F)F)C#CCNC1=C(C=C(C=C1)S(=O)(=O)C)OC Trans-N-(4-(2-oxa-6-azaspiro[3.3]heptan-6-yl)cyclohexyl)-2-(3-((2-methoxy-4-(methylsulfonyl)phenyl)amino)prop-1-yn-1-yl)-3-(2,2,2-trifluoroethyl)benzo[b]thiophen-7-amine